C(=O)(OC(C)(C)C)NCC(C(=O)O)C(C)C N-Boc-3-amino-2-isopropylpropionic acid